N-isobutyl-5-(pyrido[2,3-b]pyrazin-7-yl)pyrrolo[2,1-f][1,2,4]triazin-2-amine C(C(C)C)NC1=NN2C(C=N1)=C(C=C2)C2=CC=1C(=NC=CN1)N=C2